N-[2-[5-[[2-(2-adamantyl)acetyl]amino]-1H-benzimidazol-2-yl]ethyl]carbamic acid tert-butyl ester C(C)(C)(C)OC(NCCC1=NC2=C(N1)C=CC(=C2)NC(CC2C1CC3CC(CC2C3)C1)=O)=O